N',N-dimethyl-imidazolidinone CN1C(N(CC1)C)=O